(1S,2'S,6'S)-7-chloro-2'-methyl-6'-(1-methyl-1H-1,2,3-triazol-4-yl)spiro[isochromane-1,4'-piperidin]-8-ol ClC1=CC=C2CCO[C@]3(C[C@@H](N[C@@H](C3)C=3N=NN(C3)C)C)C2=C1O